FC1=CC(=CC=2N(C(=NC21)C)C(C)C)C=2C=CN1N=C(N=CC12)NC1CC(C1)(O)C 3-((5-(4-fluoro-1-isopropyl-2-methyl-1H-benzo[d]imidazol-6-yl)pyrrolo[2,1-f][1,2,4]triazin-2-yl)amino)-1-methylcyclobutane-1-ol